BrC=1C=CC=2N(C(C(C(N2)=O)C)=O)C1 7-bromo-3-methyl-2H-pyrido[1,2-a]pyrimidine-2,4(3H)-dione